1-(4-{[(3S,3aR,6S,6aR)-6-methoxyhexahydrofuro[3,2-b]furan-3-yl]oxy}-3-(1H-tetrazol-1-yl)phenyl)-1H-pyrazole-4-carboxylic acid ethyl ester C(C)OC(=O)C=1C=NN(C1)C1=CC(=C(C=C1)O[C@@H]1[C@@H]2[C@H](OC1)[C@H](CO2)OC)N2N=NN=C2